O1C(CC1)CN1C=NC2=C1C=CC=C2 1-(oxetan-2-ylmethyl)-benzo[d]imidazole